5-cyclopentyl-6-((3-fluorobenzyl)thio)-1-methyl-1H-pyrazolo[3,4-d]pyrimidin-4(5H)-one C1(CCCC1)N1C(=NC2=C(C1=O)C=NN2C)SCC2=CC(=CC=C2)F